CN1N=C(C(=N1)C=1N=C2C(=NC1)CN(C2=O)C=2N=NC(=CC2)OC2C[C@]1(CC[C@@](C2)(N1)C)C)C 3-(2,5-dimethyl-2H-1,2,3-triazol-4-yl)-6-(6-(((1R,3s,5S)-1,5-dimethyl-8-azabicyclo[3.2.1]octan-3-yl)oxy)pyridazin-3-yl)-6,7-dihydro-5H-pyrrolo[3,4-b]pyrazin-5-one